OCCOCCOCCOCCOCCON(C(OC(C)(C)C)=O)C tert-butyl N-[2-[2-[2-[2-(2-hydroxyethoxy)ethoxy]ethoxy]ethoxy]ethoxy]-N-methyl-carbamate